[U].[Ca] calcium-uranium